OC=1C=CC2=C(CN(S(O2)(=O)=O)CC=2C=C(C=CC2C)C(CC(=O)OCC)C2=C(C3=C(N(N=N3)CCOCCO)C=C2)C)C1 ethyl 3-{3-[(6-hydroxy-2,2-dioxo-2H-1,2λ6,3-benzoxathiazin-3(4H)-yl)methyl]-4-methylphenyl}-3-{1-[2-(2-hydroxyethoxy)ethyl]-4-methyl-1H-benzotriazol-5-yl}propanoate